N-{6-fluoro-7-methoxy-1H,2H,3H-cyclopenta[b]quinolin-9-yl}piperidin-4-amine FC=1C(=CC=2C(=C3C(=NC2C1)CCC3)NC3CCNCC3)OC